N-(3-cyano-4-methyl-1H-indol-7-yl)-5-(2-hydroxyethyl)-1-methyl-pyrazole-4-sulfonamide C(#N)C1=CNC2=C(C=CC(=C12)C)NS(=O)(=O)C=1C=NN(C1CCO)C